CN(C)SS[Zn] N,N-dimethylaminodithiozinc